C(OC(CCC)CCC)(OC1=CC=C(C=C1)[N+](=O)[O-])=O Heptan-4-yl (4-nitrophenyl) carbonate